(3r,4r)-4-((4-chloro-5-(trifluoromethyl)pyrimidin-2-yl)amino)-3-fluoropiperidine-1-carboxylic acid tert-butyl ester C(C)(C)(C)OC(=O)N1C[C@H]([C@@H](CC1)NC1=NC=C(C(=N1)Cl)C(F)(F)F)F